HYDROXYNICOTINATE OC1=C(C(=O)[O-])C=CC=N1